methyl-4-(9H-pyrido[3,4-b]indol-1-yl)benzoate COC(C1=CC=C(C=C1)C1=NC=CC2=C1NC1=CC=CC=C21)=O